N1C=CC=2C1=CN=C(C2)CNC(=O)C2CCN(CC2)C(=O)C2=NNC(=C2)C2=CC(=NC=C2Cl)OC N-((1H-pyrrolo[2,3-c]pyridin-5-yl)methyl)-1-(5-(5-chloro-2-methoxypyridin-4-yl)-1H-pyrazole-3-carbonyl)piperidine-4-carboxamide